Cl.CN1N=CC(=C1)C=1C(=NC=CC1)N1CCN(CC1)[C@H]1CC2(CNC2)CC1 (R)-6-(4-(3-(1-methyl-1H-pyrazol-4-yl)pyridin-2-yl)piperazin-1-yl)-2-azaspiro[3.4]octane hydrochloride